F[C@H]1[C@H]2C[C@@H](C[C@@H](C[C@@H]1OC=1N=CC(=NC1)C1=C(C=C(C=C1)N1C=NC=C1)O)N2)C 2-(5-(((1R,2S,3S,5S,7R)-2-fluoro-7-methyl-9-azabicyclo[3.3.1]nonan-3-yl)oxy)pyrazin-2-yl)-5-(1H-imidazol-1-yl)phenol